tetrachlororhodium hexafluorophosphate F[P-](F)(F)(F)(F)F.Cl[Rh](Cl)(Cl)Cl